NC1=C(C(=NN1C1CC(C1)(C)O)C1=CC=C2C(=CC(=NC2=C1F)C1=CC=CC=C1)OC)C#N 5-amino-3-(8-fluoro-4-methoxy-2-phenylquinolin-7-yl)-1-((1r,3r)-3-hydroxy-3-methylcyclobutyl)-1H-pyrazole-4-carbonitrile